3-(1-cyclopentyl-1H-benzo[d][1,2,3]triazol-5-yl)-5-(p-tolyl)-1,2,4-oxadiazole C1(CCCC1)N1N=NC2=C1C=CC(=C2)C2=NOC(=N2)C2=CC=C(C=C2)C